OS(=O)(=O)C(F)(F)F.CN(C=O)C dimethylformamide triflate